1,2-ditetradecanoyl-sn-glycero-3-phosphorylcholine C(CCCCCCCCCCCCC)(=O)OC[C@@H](OC(CCCCCCCCCCCCC)=O)COP(=O)(O)OCC[N+](C)(C)C